methyl 2-ethoxy-α-cyanocinnamate C(C)OC1=C(C=C(C(=O)OC)C#N)C=CC=C1